6-(6-cyclopropoxypyridin-3-yl)-N'-(3,5-dimethoxybenzyl)pyrazine-2-carbohydrazide C1(CC1)OC1=CC=C(C=N1)C1=CN=CC(=N1)C(=O)NNCC1=CC(=CC(=C1)OC)OC